(1-methyl-2,6,7-trioxabicyclo[2.2.2]oct-4-yl)methanol CC12OCC(CO1)(CO2)CO